(R)-2-((1-(3-cyano-2-(((1-fluorocyclopropyl)methyl)amino)-7-methyl-4-oxo-4H-pyrido[1,2-a]pyrimidin-9-yl)ethyl)amino)benzoic acid C(#N)C1=C(N=C2N(C1=O)C=C(C=C2[C@@H](C)NC2=C(C(=O)O)C=CC=C2)C)NCC2(CC2)F